ClC=1C=C(C=CC1)C=1C=NNC1NC(COC=1C=CC=C2C(=NN(C12)C)C1C(NC(CC1)=O)=O)=O N-(4-(3-chlorophenyl)-1H-pyrazol-5-yl)-2-((3-(2,6-dioxopiperidin-3-yl)-1-methyl-1H-indazol-7-yl)oxy)acetamide